FC(C1=NN=C2N1C=C(N=C2)C=2C=NC(=CC2)O[C@H](C(F)(F)F)C)(OCCC)F (S)-3-(difluoro(propoxy)methyl)-6-(6-((1,1,1-trifluoropropan-2-yl)oxy)pyridin-3-yl)-[1,2,4]triazolo[4,3-a]pyrazine